C(C)(C)(C)C1N2C(C3=CC(=C(C=C3C1)C1=CN=C(S1)C1CC(C1)F)OC)=CC(C(=C2)C(=O)OCC)=O ethyl 6-tert-butyl-9-[2-(3-fluorocyclobutyl) thiazol-5-yl]-10-methoxy-2-oxo-6,7-dihydro-2H-pyrido[2,1-a]isoquinoline-3-carboxylate